tert-Butyl (S)-6-diazo-2-((S)-2-(2-(dimethylamino)acetamido)-6-(3-((5-((3aS,4S,6aR)-2-oxohexahydro-1H-thieno[3,4-d]imidazol-4-yl)pentyl) thio)propanamido)hexanamido)-5-oxohexanoate [N+](=[N-])=CC(CC[C@@H](C(=O)OC(C)(C)C)NC([C@H](CCCCNC(CCSCCCCC[C@@H]1SC[C@@H]2NC(N[C@@H]21)=O)=O)NC(CN(C)C)=O)=O)=O